1-chloro-3-(methylsulfonyl)-5-nitrobenzene ClC1=CC(=CC(=C1)[N+](=O)[O-])S(=O)(=O)C